[Br-].NC1=C(C=NN1CCCNC(=O)OC(C)(C)C)/N=N/C=1N(C=C[N+]1CCCNC(C(F)(F)F)=O)CCCNC(C(F)(F)F)=O (E)-2-((5-amino-1-(3-((tert-butoxycarbonyl)amino)propyl)-1H-pyrazol-4-yl)diazenyl)-1,3-bis(3-(2,2,2-trifluoroacetamido)propyl)-1H-imidazol-3-ium bromide